1-{4-[2-(1-ethyl-propyl)-7-((R)-1-quinolin-3-yl-ethylamino)-2H-pyrazolo[4,3-d]pyrimidin-5-yl]-piperazin-1-yl}-ethanone C(C)C(CC)N1N=C2C(N=C(N=C2N[C@H](C)C=2C=NC3=CC=CC=C3C2)N2CCN(CC2)C(C)=O)=C1